O=C(CCCNC(OC(C)(C)C)=O)NCC(F)(F)F tert-Butyl (4-oxo-4-((2,2,2-trifluoroethyl)amino)butyl)carbamate